COCCOC=1C=CC(=NC1)N1CCN(CC1)CCNC 2-{4-[5-(2-methoxyethoxy)pyridin-2-yl]piperazin-1-yl}-N-methylethanamine